1,5-diphenyl-3-thiocarbazone C1(=CC=CC=C1)NNC(=S)N=NC1=CC=CC=C1